C(C)OC[C@@]1(N2CC([C@@](C1=O)(CC2)C)(F)F)CO (1R,2S,4R)-2-(ethoxymethyl)-5,5-difluoro-2-(hydroxymethyl)-4-methylquinuclidin-3-one